C(C=C)N1C=NC2=C1C=C(C=C2C2=CC=CC=C2)N 1-allyl-4-phenyl-1H-benzo[d]imidazole-6-amine